NCC=1C=C(N=NC1)N1C(NC(CC1)=O)=O 1-(5-(Aminomethyl)pyridazin-3-yl)dihydropyrimidine-2,4(1H,3H)-dione